N-(2-epoxyethyl)maleimide C1C(O1)N1C(C=CC1=O)=O